5-bromo-3a,7a-dihydro-1H-pyrazolo[3,4-c]pyridine BrC1=CC2C(C=N1)NN=C2